ClC1=NC=C2CCN(CC2=C1)C1=CC(=C(C=C1)C(F)(F)F)Cl 7-Chloro-N-(3-chloro-4-(trifluoromethyl)phenyl)-3,4-dihydro-2,6-naphthyridine